3-(3-(6-amino-3-methylpyridin-2-yl)phenyl)-2,2-dimethylpropionic acid tert-butyl ester C(C)(C)(C)OC(C(CC1=CC(=CC=C1)C1=NC(=CC=C1C)N)(C)C)=O